[N-](S(=O)(=O)C(F)(F)F)S(=O)(=O)C(F)(F)F.C(CCC)[N+](CC1=CC=CC=C1)(CC1=CC=CC=C1)CC1=CC=CC=C1 butyltribenzylammonium bis(trifluoromethanesulfonyl)imide salt